[Cl-].[Cl-].C1(=CC=CC=C1)P([C-]1C=CC=C1)C1=CC=CC=C1.[C-]1(C=CC=C1)P(C1=CC=CC=C1)C1=CC=CC=C1.[Fe+2].[Pd+2] palladium 1,1'-bis(diphenylphosphino)ferrocene dichloride